FC1=C(N)C=CC(=C1)OC=1SC=C(N1)C=1OC(=NN1)C(C)C 2-fluoro-4-((4-(5-isopropyl-1,3,4-oxadiazol-2-yl)thiazol-2-yl)oxy)aniline